tert-butyl-6-bromo-2H-benzo[b][1,4]oxazine C(C)(C)(C)C1C=NC2=C(O1)C=CC(=C2)Br